6-Chloro-4-ethyl-7-methoxy-3,4-dihydro-2H-1,4-benzoxazine-8-carboxylic acid ClC=1C(=C(C2=C(N(CCO2)CC)C1)C(=O)O)OC